(3Z)-13,13-dioctyloxy-3-tridecen-1-ol C(CCCCCCC)OC(CCCCCCCC\C=C/CCO)OCCCCCCCC